(S)-quinuclidin-3-yl((R)-7-fluoro-6-(2-fluoro-4-methoxyphenyl)-2,2-dimethyl-1,2,3,4-tetrahydronaphthalen-1-yl)carbamate N12C[C@H](C(CC1)CC2)OC(N[C@@H]2C(CCC1=CC(=C(C=C21)F)C2=C(C=C(C=C2)OC)F)(C)C)=O